C1(=CCCCC1)C(=O)O (S)-cyclohexene-1-carboxylic acid